laurylmethyl-beta-alanine C(CCCCCCCCCCC)N(CCC(=O)O)C